CS(=O)(=O)N[C@@H]1[C@@H](N(CC1)C(CCC(=O)O)=O)CO[C@@H]1CC[C@@H](CC1)C1=CC=CC=C1.BrCCCCBr 1,4-dibromobutane 2-((CIS)-3-(methylsulfonamido)-2-((((CIS)-4-phenylcyclohexyl)oxy)methyl)pyrrolidin-1-yl)-2-oxoethyl-acetate